(Z)-N-(3-(2-isopropylphenyl)-4-keto-6-phenyl-3,4-dihydro-2H-1,3-thiazin-2-ylidene)-4-bromobenzamide C(C)(C)C1=C(C=CC=C1)N1/C(/SC(=CC1=O)C1=CC=CC=C1)=N/C(C1=CC=C(C=C1)Br)=O